CN1C(=NC=2C1=NC=CC2)C2=CC=C(C=C2)C=2C(=CC=C(C2C2=CC=C(C=C2)C2=NC=1C(=NC=CC1)N2C)C2=CC=C(C=C2)C2=NC=1C(=NC=CC1)N2C)C2=CC=CC=C2 4''-(3-methyl-3H-imidazo[4,5-b]pyridin-2-yl)-3',4'-bis(4-(3-methyl-3H-imidazo[4,5-b]pyridin-2-yl)phenyl)-[1,1':2',1''-terphenyl]